N-[4-chloro-3-({1-[4-(trifluoromethyl)phenyl]-1H-indazol-4-yl}carbamoyl)benzyl]-tetrahydrofuran-2-carboxamide ClC1=C(C=C(CNC(=O)C2OCCC2)C=C1)C(NC1=C2C=NN(C2=CC=C1)C1=CC=C(C=C1)C(F)(F)F)=O